N-(2-(4-((2S,6R)-2,6-dimethylmorpholino)piperidin-1-yl)-5-((6-((R)-3-(2-fluoro-3-(trifluoromethyl)phenyl)isoxazolidin-2-yl)pyrimidin-4-yl)amino)-4-methoxyphenyl)acrylamide C[C@@H]1O[C@@H](CN(C1)C1CCN(CC1)C1=C(C=C(C(=C1)OC)NC1=NC=NC(=C1)N1OCC[C@@H]1C1=C(C(=CC=C1)C(F)(F)F)F)NC(C=C)=O)C